BrC1=CC=C2C(=CC(=NC2=C1)[C@@H]1[C@H](C1)C1=NC=CC(=N1)C)N(CC(C)(O)C)C 1-((7-bromo-2-((1S,2S)-2-(4-methylpyrimidin-2-yl)cyclopropyl)quinolin-4-yl)(methyl)amino)-2-methylpropan-2-ol